Cl.N[C@@H]1CN(CCC1)C1=CC(=NC=C1C=1C=NN(C1)C(F)F)NC1=NC(=C(C#N)C=C1)C1=C(C=CC=C1OC)F 6-((4-((S)-3-aminopiperidin-1-yl)-5-(1-(difluoromethyl)-1H-pyrazol-4-yl)pyridin-2-yl)amino)-2-(2-fluoro-6-methoxyphenyl)nicotinonitrile hydrochloride